methyl 2-((4-(cyclohex-1-en-1-yl)-5-isobutylthiazol-2-yl)amino)-5-(trifluoromethyl)nicotinate C1(=CCCCC1)C=1N=C(SC1CC(C)C)NC1=C(C(=O)OC)C=C(C=N1)C(F)(F)F